C(C)(=O)O.NC1=NC=C(C(=N1)N)CN1CCC2=C(C=CC=C12)C=1C=C(C(=O)O)C=CC1 3-(1-((2,4-diaminopyrimidin-5-yl)methyl)indolin-4-yl)benzoic acid compound with acetic acid